C(C)(=O)OC1=C(C=CC=C1)OCC=1OC2=C(C1)C=C(C=C2C2=CC(=CC=C2)CN)COC2=C(C=CC=C2)OC(C)=O ((((7-(3-(aminomethyl) phenyl) benzofuran-2,5-diyl) bis(methylene)) bis(oxy)) bis(2,1-phenylene)) diacetate